4,6-dihydrocyclopenta[d]thiazole S1C=NC2=C1CCC2